C1(CC1)C1=C2C=NNC2=CC=C1NC1=NC(=NN1C)C1=CC=C(C(=O)NCC(C)(F)F)C=C1 4-[5-[(4-cyclopropyl-1H-indazol-5-yl)amino]-1-methyl-1,2,4-triazol-3-yl]-N-(2,2-difluoropropyl)benzamide